[8-{4-(trifluoromethyl)phenoxy}quinolin-6-yl]methylamine FC(C1=CC=C(OC=2C=C(C=C3C=CC=NC23)CN)C=C1)(F)F